4-((8-(benzo[d]oxazol-6-yl)-2,3-dihydro-4H-pyrido[4,3-b][1,4]oxazin-4-yl)sulfonyl)benzonitrile O1C=NC2=C1C=C(C=C2)C2=CN=CC1=C2OCCN1S(=O)(=O)C1=CC=C(C#N)C=C1